C(#N)C=1C=C(C(=O)O)C=CC1C 3-Cyano-4-methylbenzoic acid